2-ethyl-9,10-bis(4-ethyl-benzoyloxy)anthracene C(C)C1=CC2=C(C3=CC=CC=C3C(=C2C=C1)OC(C1=CC=C(C=C1)CC)=O)OC(C1=CC=C(C=C1)CC)=O